N1(CCOCC1)CC(CC(=O)OCC)=O ethyl 4-(N-morpholinyl)acetoacetate